11-[3-(2,2-Dimethylpropoxy)-1H-pyrazol-1-yl]-7,7-dimethyl-17λ6-thia-2,8,10,16,22-pentaazatetracyclo[16.3.1.15,8.09,14]tricosa-1(21),9(14),10,12,18(22),19-hexaene-15,17,17-trione CC(COC1=NN(C=C1)C1=NC=2N3C(CC(CCNC4=CC=CC(S(NC(C2C=C1)=O)(=O)=O)=N4)C3)(C)C)(C)C